C(C1=CC=CC=C1)C1=C(SC=2N3C(COCC21)=NN=C3C)C#CC=3C=NN(C3)CCCCNC3=C2CN(C(C2=CC=C3)=O)C3C(NC(CC3)=O)=O 3-(4-((4-(4-((3-Benzyl-9-methyl-4H,6H-thieno[2,3-e][1,2,4]triazolo[3,4-c][1,4]oxazepin-2-yl)ethynyl)-1H-pyrazol-1-yl)butyl)amino)-1-oxoisoindolin-2-yl)piperidin-2,6-dion